(5S)-5-[[(Z)-(4-amino-8-methoxy-5,5-dimethyl-benzo[h]quinazolin-6-ylidene)amino]oxymethyl]-3-methyl-oxazolidin-2-one NC1=NC=NC=2C3=C(\C(\C(C12)(C)C)=N/OC[C@@H]1CN(C(O1)=O)C)C=C(C=C3)OC